ClC=1N=C2N(N=CC(=C2C(C)C)NC(=O)NC=2C(=NN(C2)C(F)F)C)C1 N-(2-chloro-8-(propan-2-yl)imidazo[1,2-b]pyridazin-7-yl)-N'-(1-(difluoromethyl)-3-methyl-1H-pyrazol-4-yl)urea